BrC1=C(C=NN(C1=O)C)N[C@@H]1C[C@@H](CN(C1)C)C1=CC=C(C(=O)N2CCC(CC2)COC2=C3C(N(C(C3=CC=C2)=O)C2C(NC(CC2)=O)=O)=O)C=C1 4-[[1-[4-[(3R,5R)-5-[(5-bromo-1-methyl-6-oxo-pyridazin-4-yl)amino]-1-methyl-3-piperidyl]benzoyl]-4-piperidyl]methoxy]-2-(2,6-dioxo-3-piperidyl)isoindoline-1,3-dione